BrCC1=CC(=NC2=C(C=CN=C12)OC(C(F)(F)F)C)Cl 4-(bromomethyl)-2-chloro-8-((1,1,1-trifluoropropan-2-yl)oxy)-1,5-naphthyridine